1-((3R,4S)-3-fluoro-4-((6-fluoro-5-(1-(2-fluoroethyl)-1H-benzo[d][1,2,3]triazol-6-yl)-4-methoxypyrrolo[2,1-f][1,2,4]triazin-2-yl)amino)piperidin-1-yl)-2-hydroxyethan-1-one F[C@@H]1CN(CC[C@@H]1NC1=NN2C(C(=N1)OC)=C(C(=C2)F)C=2C=CC1=C(N(N=N1)CCF)C2)C(CO)=O